[Si](C1=CC=CC=C1)(C1=CC=CC=C1)(C(C)(C)C)OCC1CC(N(C1)C(=O)OC(C)(C)C)=O tert-butyl 4-{[(tert-butyldiphenylsilyl)oxy]methyl}-2-oxopyrrolidine-1-carboxylate